Cl.O=C1N(CC2=CC(=CC=C12)N1CCNCC1)C1C(NC(CC1)=O)=O 3-(1-Oxo-5-(piperazin-1-yl)isoindolin-2-yl)piperidine-2,6-dione, hydrochloride